BrC1=CC=CC=2O[C@](OC21)(C)C2=NC=C(C=C2)Cl (S)-2-(4-bromo-2-methylbenzo[d][1,3]dioxol-2-yl)-5-chloropyridine